2-(2-methyl-1,3-benzoxazol-6-yl)-7-(4-methyl-1,4-diazacycloheptan-1-yl)-4H-pyrido[1,2-a]pyrimidin-4-one CC=1OC2=C(N1)C=CC(=C2)C=2N=C1N(C(C2)=O)C=C(C=C1)N1CCN(CCC1)C